ClC1=CC=C(C=C1)C(C(=O)C1=CC=CC=C1)=C 2-(4-chlorophenyl)-1-phenylprop-2-en-1-one